3-bromo-7-chloro-2-(2-methyl-4-nitrophenyl)pyrazolo[1,5-a]pyrazin-4-amine BrC=1C(=NN2C1C(=NC=C2Cl)N)C2=C(C=C(C=C2)[N+](=O)[O-])C